4-((4-((5-bromo-2-methoxyphenyl)amino)-7-methoxyquinazolin-6-yl)oxy)Piperidine-1-carboxylic acid tert-butyl ester C(C)(C)(C)OC(=O)N1CCC(CC1)OC=1C=C2C(=NC=NC2=CC1OC)NC1=C(C=CC(=C1)Br)OC